(4S,5R)-4-((cyclopropylmethyl)amino)-1-(1-(4-fluorophenyl)-1H-indazol-5-yl)-5-phenylpyrrolidin-2-one C1(CC1)CN[C@H]1CC(N([C@@H]1C1=CC=CC=C1)C=1C=C2C=NN(C2=CC1)C1=CC=C(C=C1)F)=O